C12C3(C(CC(C1(C)C)C2)O3)C 2,3-epoxypinane